6-(tert-butoxycarbonyl)-3-(2-oxopropoxy)benzofuran-2-carboxylic acid C(C)(C)(C)OC(=O)C1=CC2=C(C(=C(O2)C(=O)O)OCC(C)=O)C=C1